CC1(CCN(CC1)C=1OC2=CC=C(C=C2C(C1C)=O)C(F)(F)F)C 4,4-dimethyl-1-piperidyl-3-methyl-6-(trifluoromethyl)chromen-4-one